NS(=O)(=O)C=1C(=CC(=C(C(=O)O[C@H](C2=CC=CC=C2)C)C1)NCC=1OC=CC1)Cl (S)-α-methylbenzyl 5-aminosulfonyl-4-chloro-2-[(furanylmethyl)amino]benzoate